FC1=C(C(=O)N(C)C)C=CC(=C1)NC1CN(C1)C1CCN(CC1)C(C(C(F)(F)F)(C1=CC=CC=C1)O)=O 2-fluoro-N,N-dimethyl-4-((1-(1-(3,3,3-trifluoro-2-hydroxy-2-phenylpropanoyl)piperidin-4-yl)azetidin-3-yl)amino)benzamide